C(C)OC(C(F)(F)C1=C(C(=CC=C1)C(C)=O)F)=O 2-(3-acetyl-2-fluoro-phenyl)-2,2-difluoro-acetic acid ethyl ester